2-amino-3-(5-methyl-1H-indazol-4-yl)-5-(2-pyridinyl)benzamide NC1=C(C(=O)N)C=C(C=C1C1=C2C=NNC2=CC=C1C)C1=NC=CC=C1